C(C)(=O)OON(CCN(OC(C)=O)OC(C)=O)OC(C)=O.[Ni] nickel oxyethylenediamine tetraacetate